COC([C@@H](NC(CCC(=O)C1=CC=C(C=C1)C1=CC=CC=C1)=O)CC1=CC=C(C=C1)O)=O (4-([1,1'-biphenyl]-4-yl)-4-oxobutanoyl)-L-tyrosine methyl ester